N1C=CC2=C(C=CC=C12)[C@@H]1COC2=C1C=C(C=C2C(=O)NC)C(=O)NCCC=2C=NN(C2)C |o1:9| (S*)-3-(1H-Indol-4-yl)-N7-methyl-N5-(2-(1-methyl-1H-pyrazol-4-yl)ethyl)-2,3-dihydrobenzofuran-5,7-dicarboxamid